C(C)(C)(C)C1=CC=C(C=C1)C1=CC=C2OC=3C=CC=4C(N(C(C5=CC=C(C3C45)C2=C1)=O)CCCO)=O 9-(4-(tert-butyl)phenyl)-2-(3-hydroxypropyl)-1H-xantheno[2,1,9-def]isoquinoline-1,3(2H)-dione